C(#N)C(C=1C(=C(C=CC1)[C@@H](C)N[S@](=O)C(C)(C)C)F)(F)F (R)-N-[(1R)-1-[3-[cyano(difluoro)methyl]-2-fluoro-phenyl]ethyl]-2-methyl-propane-2-sulfinamide